furyl-L-alanine O1C(=CC=C1)N[C@@H](C)C(=O)O